N2,N2,7-trimethyl-guanosine CN(C=1NC(C=2[N+](=CN([C@H]3[C@H](O)[C@H](O)[C@@H](CO)O3)C2N1)C)=O)C